NC=1C=C(C=NC1)C1=CC=CC=2N(C(NC21)=O)C2CCN(CC2)C(=O)NC2=CC(=C(C=C2)Cl)OC 4-[4-(5-aminopyridin-3-yl)-2-oxo-2,3-dihydro-1H-1,3-benzodiazol-1-yl]-N-(4-chloro-3-methoxyphenyl)piperidine-1-carboxamide